CN([C@@H]1CN(CC1)CC(=O)N1[C@@H](CCC1)C#N)C=1C=C2C=CC=NC2=CC1 (2S)-1-[2-[(3S)-3-[methyl(6-quinolyl)amino]pyrrolidin-1-yl]acetyl]pyrrolidine-2-carbonitrile